di(3-thienyl)methylvinylsilane S1C=C(C=C1)C(C1=CSC=C1)C=C[SiH3]